3-(2-butyl)thiophene CC(CC)C1=CSC=C1